C(C1=CC=CC=C1)N1CC(CCC1)(O)C 1-benzyl-3-methylpiperidin-3-ol